OC[C@@H]1N(CC[C@@H]1C)C(=O)OC(C)(C)C |r| rac-tert-butyl (2R,3S)-2-(hydroxymethyl)-3-methylpyrrolidine-1-carboxylate